copper-zinc sulfate S(=O)(=O)([O-])[O-].[Zn+2].[Cu+2].S(=O)(=O)([O-])[O-]